C(#C)C1=C2C(=CC(=CC2=CC=C1F)O)C1=C(C=2N=C(N=C(C2C=N1)C12CCN(CC1)CC2)OC[C@]21CCCN1C[C@@H](C2)F)F 5-ethynyl-6-fluoro-4-(8-fluoro-2-(((2R,7aS)-2-fluorotetrahydro-1H-pyrrolizin-7a(5H)-yl)methoxy)-4-(quinuclidin-4-yl)pyrido[4,3-d]pyrimidin-7-yl)naphthalen-2-ol